ClC1=CC=C(C=C1)C(COC)COC 2-(p-chlorophenyl)-1,3-dimethoxypropane